FC1=C(CN2C(=NC3=C2C=CC=C3)N3C[C@@H](CCC3)N)C=CC(=C1)F (R)-1-(1-(2,4-difluorobenzyl)-1H-benzo[d]imidazol-2-yl)piperidin-3-amine